3,5-dinitroo-xylene [N+](=O)([O-])C1=C(C(=CC(=C1)[N+](=O)[O-])C)C